tert-Butyl N-[5-[3-(methanesulfonamido)-4-methyl-phenyl]-1-methyl-2-oxo-3-pyridyl]-N-methyl-carbamate CS(=O)(=O)NC=1C=C(C=CC1C)C=1C=C(C(N(C1)C)=O)N(C(OC(C)(C)C)=O)C